6-fluoro-3H-isoindol-1-one FC1=CC=C2CNC(C2=C1)=O